(S)-1-benzyl-4,4-difluoro-3-methylpiperidine C(C1=CC=CC=C1)N1C[C@@H](C(CC1)(F)F)C